CC=1C=CN2C1C(=NC=C2)N2C[C@H](CC2)NC(=O)C2=NN(C=C2)C2=C(C=CC=C2)C N-[(3S)-1-(8-methylpyrrolo[1,2-a]pyrazin-1-yl)pyrrolidin-3-yl]-1-(o-tolyl)pyrazole-3-carboxamide